o-hydroxyStyrene OC1=C(C=C)C=CC=C1